C(C)OC(CN1CCC(CC1)C(NCCCCN1[C@@H](CCC1)C=1C=NC=CC1)=O)=O.BrC1=CC(=C(C=C1Br)OCCOCCOCCOC)OCC 4,5-dibromo-2-ethoxy-1-(1,4,7,10-tetraoxaundecyl)benzene (S)-Ethyl-2-(4-((4-(2-(pyridin-3-yl)pyrrolidin-1-yl)butyl)carbamoyl)piperidin-1-yl)acetate